benzyl-N-[2-bromo-4-(trifluoromethyl)phenyl]-N-[(4-methoxyphenyl)methyl]-2-methyl-6-(1-methyltriazol-4-yl)piperidine-4-carboxamide C(C1=CC=CC=C1)N1C(CC(CC1C=1N=NN(C1)C)C(=O)N(CC1=CC=C(C=C1)OC)C1=C(C=C(C=C1)C(F)(F)F)Br)C